5-(7-fluoro-2-methyl-2H-indazol-5-yl)-2-{6-[(3S)-3-(propan-2-yl)piperazin-1-yl]pyridazin-3-yl}pyridin-3-ol FC1=CC(=CC2=CN(N=C12)C)C=1C=C(C(=NC1)C=1N=NC(=CC1)N1C[C@@H](NCC1)C(C)C)O